3-(Azetidin-3-yl)-N-[(5-chlorothiophen-2-yl)methyl]-1-(2,3-dihydro-1,4-benzodioxin-5-carbonyl)-1H-pyrazol-5-amin N1CC(C1)C1=NN(C(=C1)NCC=1SC(=CC1)Cl)C(=O)C1=CC=CC=2OCCOC21